[8-(1-octylnonoxy)-8-oxo-octyl](2S,4R)-4-hydroxypiperidine-2-carboxylate C(CCCCCCC)C(CCCCCCCC)OC(CCCCCCCOC(=O)[C@H]1NCC[C@H](C1)O)=O